N[C@@]1(CN(CC1)C1=C(C=NC=C1C1=NC2=C(N1)C=CC=C2C)C(=O)NC(C)C2CC2)C 4-[(3S)-3-amino-3-methylpyrrolidin-1-yl]-N-(1-cyclopropylethyl)-5-(4-methyl-1H-1,3-benzodiazol-2-yl)pyridine-3-carboxamide